(S)-3-Fluoro-N,2-dimethyl-N-(3-methyl-1-(pyrrolidin-1-yl)butan-2-yl)benzamide FC=1C(=C(C(=O)N([C@H](CN2CCCC2)C(C)C)C)C=CC1)C